trans-4-((4-(1-Iso-propyl-1H-pyrazol-4-yl)pyridin-2-yl)-((trans-4-(5-methoxy-6-methylpyridin-2-yl)cyclohexyl)meth-yl)carbamoyl)cyclohexyl (2-hydroxy-2-methylpropyl)carbamate OC(CNC(O[C@@H]1CC[C@H](CC1)C(N(C[C@@H]1CC[C@H](CC1)C1=NC(=C(C=C1)OC)C)C1=NC=CC(=C1)C=1C=NN(C1)C(C)C)=O)=O)(C)C